(S)-4-((2-cyanophenyl)thio)-6-(5-methyl-1-(piperidin-3-ylmethyl)-1H-pyrazol-4-yl)pyrazolo[1,5-a]pyridine-3-carbonitrile C(#N)C1=C(C=CC=C1)SC=1C=2N(C=C(C1)C=1C=NN(C1C)C[C@@H]1CNCCC1)N=CC2C#N